3-[(4-fluorophenyl)carbamoyl]-oxetane-3-carboxylic acid FC1=CC=C(C=C1)NC(=O)C1(COC1)C(=O)O